CN(C1=CC=C(C2=CC=C(N(C)C)C=C2)C=C1)C Tetramethyl-Benzidine